6-cyclopropyl-N-(3-[(2R)-1-(4-methyl-4H-1,2,4-triazol-3-yl)propan-2-yl]phenyl)pyridine-2-carboxamide C1(CC1)C1=CC=CC(=N1)C(=O)NC1=CC(=CC=C1)[C@@H](CC1=NN=CN1C)C